NCCC=1C(N(C=CC1)CCOC)=O 3-(2-aminoethyl)-1-(2-methoxyethyl)pyridin-2(1H)-one